7-benzyl-8-(2,3-difluorophenoxy)-1-(3-hydroxypropyl)-3-methyl-1H-purine-2,6(3H,7H)-dione C(C1=CC=CC=C1)N1C(=NC=2N(C(N(C(C12)=O)CCCO)=O)C)OC1=C(C(=CC=C1)F)F